3-methyl-3,4-dihydro-1H-quinolin-2-one hydrochloride Cl.CC1C(NC2=CC=CC=C2C1)=O